N1(C=CC=C1)CC1=NC=CC=C1 2-((1H-pyrrol-1-yl)methyl)pyridine